methyl 5-cyclopropyl-4-(((1-(1-(3-chloro-5-fluorophenyl) ethyl)-3-fluoroazetidin-3-yl) methoxy) methyl)-2-fluorobenzoate C1(CC1)C=1C(=CC(=C(C(=O)OC)C1)F)COCC1(CN(C1)C(C)C1=CC(=CC(=C1)F)Cl)F